2-amino-5-bromo-6-methyl-4(3H)-pyrimidinone NC1=NC(=C(C(N1)=O)Br)C